(2S)-2-[(tert-butoxycarbonyl)(methyl)amino]-3-[5-chloro-2-(morpholin-4-yl)phenyl]propanoate C(C)(C)(C)OC(=O)N([C@H](C(=O)[O-])CC1=C(C=CC(=C1)Cl)N1CCOCC1)C